C(C)N1N=C(C2=C1C(NCC1(CCOCC1)C2)=O)CC(COC(C2=CC(=CC=C2)OC)=O)(C)C 3-Methoxybenzoic acid [3-(1-ethyl-8-oxo-spiro[6,7-dihydro-4H-pyrazolo[3,4-c]azepin-5,4'-tetrahydropyran]-3-yl)-2,2-dimethyl-propyl] ester